[Pd].CC1=C(C=C(C=C1)C)P (2,5-dimethylphenylphosphine) palladium